FC(C1=NC=CC(=C1)N1CC(C1)CC(=O)N1CC=2N3C=C(N=C3C=C(C2C1)C)C)F 2-[1-(2-Difluoromethyl-pyridin-4-yl)-azetidin-3-yl]-1-(4,7-dimethyl-1,3-dihydro-2,6,8a-triaza-as-indacen-2-yl)-ethanone